C(C)(C)(C)OC(=O)N1CCC(CC1)=O 1-(tert-butoxy-carbonyl)-piperidin-4-one